(N,N'-dimethyl-3,5-methylenepiperidinium) chloride [Cl-].C[N+]1(CC2CC(C1)C2)C